C1(=CC=CC=C1)C1=CC(=NN1)C1=NC=2CCCNC2C=C1 2-(5-phenyl-1H-pyrazol-3-yl)-5,6,7,8-tetrahydro-1,5-naphthyridine